ClC1=CC(=C(COC2=CC=CC(=N2)C2CCN(CC2)CC2=NC3=C(N2C)C=CC(=C3O)C(=O)O)C=C1)F 2-((4-(6-((4-Chloro-2-fluorobenzyl)oxy)pyridin-2-yl)piperidin-1-yl)methyl)-4-hydroxy-1-methyl-1H-benzo[d]imidazole-5-carboxylic acid